tert-butyl 4-[(2,3,4,5,6-pentafluorophenyl)sulfonylamino]pyrrolo[2,3-d]pyrimidine-7-carboxylate FC1=C(C(=C(C(=C1F)F)F)F)S(=O)(=O)NC=1C2=C(N=CN1)N(C=C2)C(=O)OC(C)(C)C